carboxyurea C(=O)(O)NC(=O)N